C(C)N(P(=O)(C#C)C#C)CC diethyl-diethynylphosphinic amide